ClC=1C=NC(=NC1)C1CCN(CC1)C=1N=C(C2=C(N1)CCCS2(=O)=O)NC2=CC(=C(C=C2)CC(=O)OC)F methyl 2-(4-((2-(4-(5-chloropyrimidin-2-yl)piperidin-1-yl)-5,5-dioxo-7,8-dihydro-6H-thiopyrano[3,2-d]pyrimidin-4-yl)amino)-2-fluorophenyl)acetate